C1(=CC=CC=C1)C(C1=CC=CC=C1)=N[C@H](C(=O)OC(C)(C)C)CCCCF tert-butyl (S)-2-(diphenylmethyleneamino)-6-fluorohexanoate